N-[3-(2-aminoquinazolin-6-yl)-2-methylphenyl]-5-chloro-2-methoxypyridine NC1=NC2=CC=C(C=C2C=N1)C=1C(=C(C=CC1)N1C(C=CC(=C1)Cl)OC)C